CN(C(C1=CC=C(C=C1)NC1=NC=C(C(=N1)N1OCCC1C1=CC=CC=C1)C(F)(F)F)=O)C N,N-dimethyl-4-((4-(3-phenylisoxazolidin-2-yl)-5-(trifluoromethyl)pyrimidin-2-yl)amino)benzamide